1-(3-bromopyridin-2-yl)-N-methylcyclopropan-1-amine dihydrochloride Cl.Cl.BrC=1C(=NC=CC1)C1(CC1)NC